ClC=1C=CC(=NC1)[C@H](CO)NC(C(F)(F)F)=O N-[(1R)-1-(5-chloropyridin-2-yl)-2-hydroxyethyl]-2,2,2-trifluoroacetamide